COC=1C=C(C=CC1)C#CC1=C(C2=C(COCC2)S1)C(=O)N[C@@H](C)C1=CC=C(C(=O)O)C=C1 (S)-4-(1-(2-((3-methoxyphenyl)ethynyl)-4,7-dihydro-5H-thieno[2,3-c]pyran-3-carboxamido)ethyl)benzoic acid